CC1([C@@H]2CC=C([C@H]1C2)C(=O)OCC=C)C allyl (1S,5R)-6,6-dimethylbicyclo[3.1.1]hept-2-ene-2-carboxylate